FC1=CC=C(C=C1)C1=NOC(=C1C=1OC=C(N1)C(=O)NC1=NC=C(C=C1)N1CC2N(C(C1)C2)C)C(C)C 2-(3-(4-fluorophenyl)-5-isopropylisoxazol-4-yl)-N-(5-(6-methyl-3,6-diazabicyclo[3.1.1]heptan-3-yl)pyridin-2-yl)oxazole-4-carboxamide